1,5-dimethyl-4-(5-methyl-2-(pyridin-2-yl)thiazol-4-yl)-2-phenyl-1,2-dihydro-3H-pyrazol-3-one CN1N(C(C(=C1C)C=1N=C(SC1C)C1=NC=CC=C1)=O)C1=CC=CC=C1